FC(C=1C=C(CN2C=C(C3=C(C=CC=C23)C#N)/C=C(/C(=O)[O-])\C#N)C=C(C1)C(F)(F)F)(F)F (E)-3-(1-(3,5-bis(trifluoromethyl) benzyl)-4-cyano-1H-indol-3-yl)-2-cyanoacrylate